FC(C=CC(F)(F)F)(F)F 1,1,1,4,4,4-hexafluoro-butene